C(C)(C)(C)OC(=O)NCC(OC1=NC(=NC(=C1)C1=C(C=CC=C1C)C)NS(=O)(=O)C=1C=C(C(=O)O)C=CC1)C1=CC=C(C=C1)C(C)(C)C 3-[[4-[2-(tert-Butoxycarbonylamino)-1-(4-tert-butylphenyl)ethoxy]-6-(2,6-dimethylphenyl)pyrimidin-2-yl]sulfamoyl]benzoic acid